CC=1N=C(SC1S(=O)(=O)C1=CC=C(C=C1)CNC(=O)C1=CC=2C(=CN=CC2)S1)C N-{[4-(dimethyl-1,3-thiazole-5-sulfonyl)phenyl]methyl}thieno[2,3-c]pyridine-2-carboxamide